Copper-Silicon [Si].[Cu]